(9H-Fluoren-9-yl)methyl ((2,5-dichloro-3-((2-formylphenyl)thio)pyridin-4-yl)methyl)carbamate ClC1=NC=C(C(=C1SC1=C(C=CC=C1)C=O)CNC(OCC1C2=CC=CC=C2C=2C=CC=CC12)=O)Cl